(R)-3-((S)-3-((R)-3-amino-2,3-dihydrobenzofuran-5-yl)-1-(tert-butoxy)-1-oxopropan-2-yl)pyrrolidine-1-carboxylic acid tert-butyl ester C(C)(C)(C)OC(=O)N1C[C@H](CC1)[C@@H](C(=O)OC(C)(C)C)CC=1C=CC2=C([C@H](CO2)N)C1